(3-(3-(4-fluorophenyl)-4-oxo-3,4-dihydro-phthalazin-1-yl)phenyl)cyclopropanesulphonamide FC1=CC=C(C=C1)N1N=C(C2=CC=CC=C2C1=O)C=1C=C(C=CC1)C1(CC1)S(=O)(=O)N